3-(but-3-enyl)-cyclohexanone C(CC=C)C1CC(CCC1)=O